3-bromo-4-(4-methoxybenzyloxy)pyridine BrC=1C=NC=CC1OCC1=CC=C(C=C1)OC